C(C(C)C)OC(C)=O acetic acid isobutylester